[Si](C)(C)(C(C)(C)C)OCCC1=C(C=NC=C1)C=1C=C2C=C(N=CC2=C(C1)NC(OC(C)(C)C)=O)NC(=O)[C@H]1[C@@H](C1)C#N |r| (±)-tert-butyl N-[6-[4-[2-[tert-butyl(dimethyl)silyl]oxyethyl]-3-pyridyl]-3-[[trans-2-cyanocyclopropanecarbonyl]amino]-8-isoquinolyl]carbamate